N[C@@H]1C[C@H](C1)NC(OC(C)(C)C)=O tert-butyl (trans)-3-aminocyclobutylcarbamate